2-[4-isopropyl-3,5-bis(methoxymethoxy)phenyl]quinazoline C(C)(C)C1=C(C=C(C=C1OCOC)C1=NC2=CC=CC=C2C=N1)OCOC